2-(Benzyl(1-hydroxy-2-methylpropan-2-yl)amino)acetonitrile C(C1=CC=CC=C1)N(CC#N)C(CO)(C)C